4-oxo-4H-pyrido[1,2-a]Pyrimidine O=C1C=CN=C2N1C=CC=C2